N-(pyridin-4-ylmethyl)-4-(4,4,5,5-tetramethyl-1,3,2-dioxaborolan-2-yl)benzenesulfonamide N1=CC=C(C=C1)CNS(=O)(=O)C1=CC=C(C=C1)B1OC(C(O1)(C)C)(C)C